C(C)OC([C@@H](CCCF)NC([C@@H](CC1=CC=CC=C1)NC(=O)OC(C)(C)C)=O)=O (2R)-2-[[(2R)-2-(tert-butyloxycarbonylamino)-3-phenyl-propionyl]amino]-5-fluoro-pentanoic acid ethyl ester